N(=[N+]=[N-])C1C2(CCC(C1)C2)C21CCC(CC2)C1 2-azidobibicyclo[2.2.1]heptane